4-(6-(1-(methylsulfonyl)octahydro-6H-pyrido[3,4-b][1,4]oxazin-6-yl)-2-(trifluoromethyl)pyrimidin-4-yl)-1-oxa-4-azaspiro[5.5]undecane CS(=O)(=O)N1C2C(OCC1)CN(CC2)C2=CC(=NC(=N2)C(F)(F)F)N2CCOC1(C2)CCCCC1